((R)-1-((S)-4-morpholino-4-oxo-2-(phenylsulfonamido)butanamido)-4-phenylbutyl)boronic acid O1CCN(CC1)C(C[C@@H](C(=O)N[C@@H](CCCC1=CC=CC=C1)B(O)O)NS(=O)(=O)C1=CC=CC=C1)=O